C(=O)(OC(C)(C)C)N1CCNCCC1 N1-Boc-1,4-diazepane